NC1=CC=C(C=N1)N1C[C@H](CCC1)N(CC1=CC(=NC=C1)OC)CC1=CN2C3=C(C(=C(C=C3C1=O)F)F)CCC2 (S)-2-(((1-(6-aminopyridin-3-yl)piperidin-3-yl)((2-methoxypyridin-4-yl)methyl)amino)methyl)-8,9-difluoro-6,7-dihydro-1H,5H-pyrido[3,2,1-ii]quinolin-1-one